N1=C(C=CC=C1C1=C(C(=CC=C1)C1=CC=CC(=N1)C1=NC=CC=C1)O)C1=NC=CC=C1 2,6-bis(2,2'-bipyridyl-6-yl)phenol